ClC1=C(C(=O)N2COC3=C(C2)C=CC=C3C3=CC(=C(C(=O)O)C=C3F)N3C2COCC3CC2)C(=CC(=C1)N1CC2(C1)CC(C2)OC)Cl 4-[3-[2,6-dichloro-4-(6-methoxy-2-azaspiro[3.3]heptan-2-yl)benzoyl]-2,4-dihydro-1,3-benzoxazin-8-yl]-5-fluoro-2-(3-oxa-8-azabicyclo[3.2.1]octan-8-yl)benzoic acid